N1=CN=CC2=C1N(C=C2)C2C(C(CO2)O)O 5-(7H-pyrrolo[2,3-d]pyrimidin-7-yl)tetrahydrofuran-3,4-diol